FC=1C=C(OC2=C3C=CC(=CC3=CC=C2)C(=O)O)C=CC1F 5-(3,4-difluorophenoxy)naphthalene-2-carboxylic acid